6-chloro-N-((7-methyl-3H-imidazo[4,5-b]pyridin-2-yl)methyl)-3-(thiophen-3-yl)imidazo[1,2-b]pyridazin-8-amine ClC=1C=C(C=2N(N1)C(=CN2)C2=CSC=C2)NCC2=NC=1C(=NC=CC1C)N2